4-(4-((tert-Butoxycarbonyl)amino)thiazol-2-yl)piperidine-1-carboxylic acid tert-butyl ester C(C)(C)(C)OC(=O)N1CCC(CC1)C=1SC=C(N1)NC(=O)OC(C)(C)C